FC=1C(=NC(=NC1)NC1=NC=2CCN=CC2C=C1)C1=CC=C2C(C(N(C2=C1)C(C)C)=O)=O 2-((5-fluoro-4-(1-isopropyl-2,3-dioxoindol-6-yl)pyrimidin-2-yl)amino)-7,8-dihydro-1,6-naphthyridin